COC=1C=C(C=CC1OC)CCNC(=O)[C@@H](CC(C)C)NC(OC(C)(C)C)=O tert-butyl N-[(1R)-1-{[2-(3,4-dimethoxyphenyl)ethyl]carbamoyl}-3-methylbutyl]carbamate